CC=1C=C2CC(CC2=CC1C)N 5,6-dimethylindan-2-amine